BrC1=CC=C(C=C1)CC=1C(=NC=2N(C1N1CCCC1)N=CN2)C 6-[(4-bromophenyl)methyl]-5-methyl-7-pyrrolidin-1-yl-[1,2,4]triazolo[1,5-a]pyrimidine